CC1=C(C=CC=2N(N=NC21)CCCOC2OCCCC2)CCC(=O)[O-] 3-(4-methyl-1-{3-[(oxan-2-yl)oxy] propyl}-1H-benzotriazol-5-yl)propanoate